4,4-Diphenyl-3,4-dihydroquinolin-2(1H)-one C1(=CC=CC=C1)C1(CC(NC2=CC=CC=C12)=O)C1=CC=CC=C1